trans-3-phenyl-2-(2-(2-(benzenesulfonyl)ethyl)-1,3-dithian-2-yl)-4-(o-tolyl)cyclobut-2-ene-1-carboxylic acid methyl ester COC(=O)[C@@H]1C(=C([C@H]1C1=C(C=CC=C1)C)C1=CC=CC=C1)C1(SCCCS1)CCS(=O)(=O)C1=CC=CC=C1